ClCC(=O)N[C@@H]([C@@H](C)CC)C(=O)O N-α-chloroacetyl-isoleucine